FC1([C@H]2CC=3C(=NNC3C[C@]21C)C(=O)NC=2C=CC(=NC2)C2CCN(CC2)C(=O)OC(C)(C)C)F tert-butyl 4-(5-((4aS,5aR)-5,5-difluoro-5a-methyl-1,4,4a,5,5a,6-hexahydrocyclopropa[f]indazole-3-carboxamido)pyridin-2-yl)piperidine-1-carboxylate